3-benzyloxy-4-ethoxybenzyl chloride triphenylphosphine salt C1(=CC=CC=C1)P(C1=CC=CC=C1)C1=CC=CC=C1.C(C1=CC=CC=C1)OC=1C=C(CCl)C=CC1OCC